(+/-)-2,6-dimethyl-5-heptanal CC(C)CCC(C(C)C)=O